2-(4-methyl-3-oxopiperazin-1-yl)acetamide CN1C(CN(CC1)CC(=O)N)=O